tert-butyl 7-[6-[2-methyl-8-(trifluoromethoxy)imidazo[1,2-b]pyridazin-6-yl]thieno[3,2-b]pyridin-2-yl]-4-azaspiro[2.5]oct-6-ene-4-carboxylate CC=1N=C2N(N=C(C=C2OC(F)(F)F)C=2C=C3C(=NC2)C=C(S3)C3=CCN(C2(CC2)C3)C(=O)OC(C)(C)C)C1